BrN1C2(N3C(=C(C=CC3=O)C)C1=O)CC1(C2)CCCC1 bromo-8''-methyl-2''H-dispiro[cyclopentane-1,1'-cyclobutane-3',3''-imidazo[1,5-a]pyridine]-1'',5''-dione